2-fluoro-4-(trifluoromethyl)pyridin-2-amine FC1(NC=CC(=C1)C(F)(F)F)N